2-(2-(3-(benzofuran-5-yl)-6-(3,3,3-trifluoropropyl)pyrazin-2-yl)-2-azaspiro[3.3]heptan-6-yl)acetic acid O1C=CC2=C1C=CC(=C2)C=2C(=NC(=CN2)CCC(F)(F)F)N2CC1(C2)CC(C1)CC(=O)O